C(C)(C)(C)NC(=O)C=1N(C(C(=C2NC=3C=CC(=CC3C21)OC)C2=CC=CC=C2)=O)C2=CC=CC=C2 N-tert-butyl-8-methoxy-3-oxo-2,4-diphenyl-3,5-dihydropyrido[4,3-b]indole-1-carboxamide